FC=1C=C(C=CC1)C1(CC1)C=1NC(C=2CN(CCCC2N1)C(C(C)C1=CC(=CC=C1)C(F)(F)F)=O)=O 2-(1-(3-fluorophenyl)cyclopropyl)-6-(2-(3-(trifluoromethyl)phenyl)propanoyl)-3,5,6,7,8,9-hexahydro-4H-pyrimido[5,4-c]azepin-4-one